(3R)-5-nitro-3-(tetrahydropyran-4-yl)-3,4-dihydro-2H-1,4-benzoxazine-7-sulfonamide [N+](=O)([O-])C1=CC(=CC2=C1N[C@@H](CO2)C2CCOCC2)S(=O)(=O)N